CS(=O)(=O)CCCS(=O)(=O)C1=CC=C(OC[C@H]2C[C@H](N(C2)[C@H]2CCC=3C=CC(=CC3C2)C#N)C)C=C1 (7S)-7-[(2R,4S)-4-{[4-(3-methanesulfonylpropanesulfonyl)phenoxy]methyl}-2-methylpyrrolidin-1-yl]-5,6,7,8-tetrahydronaphthalene-2-carbonitrile